N-(3-([1,2,4]triazolo[1,5-a]pyridin-7-yl)-1H-pyrrolo[2,3-b]pyridin-5-yl)-1-methylpiperidine-4-carboxamide N=1C=NN2C1C=C(C=C2)C2=CNC1=NC=C(C=C12)NC(=O)C1CCN(CC1)C